BrC1=CC=CC=2C=3N(C(=NC12)N[C@@H](C(=O)N1[C@@H](COCC1)C)C)N=C(N3)C3=CC=C(C=C3)OC (2R)-2-{[7-bromo-2-(4-methoxyphenyl)[1,2,4]triazolo[1,5-c]quinazolin-5-yl]amino}-1-[(3R)-3-methylmorpholin-4-yl]propan-1-one